ClC1=C(C=CC(=C1)F)CC(=O)NC1=CC(=C(C=C1)COC1=NN(C=C1)C(F)F)S(N)(=O)=O 2-(2-Chloro-4-fluorophenyl)-N-(4-(((1-(difluoromethyl)-1H-pyrazol-3-yl)oxy)methyl)-3-Sulfamoylphenyl)acetamide